2-{1-methyl-7-oxo-1H,6H,7H-imidazo[4,5-d]pyridazin-6-yl}acetic acid hydrochloride Cl.CN1C=NC2=C1C(N(N=C2)CC(=O)O)=O